3-[ethoxy(methyl)phosphoryl]propanal C(C)OP(=O)(C)CCC=O